C(CCC)OCC=1C=C(C=CC1OC)N1C(N(CCC1)CC1=C(C=C(C=C1)CC(=O)NN)OC)=O 2-(4-((3-(3-(butoxymethyl)-4-methoxyphenyl)-2-oxotetrahydropyrimidin-1(2H)-yl)methyl)-3-methoxyphenyl)acetohydrazide